C(N)(OC1(CCCCC1)CC=1N=NN(C1)[C@@H](C(C)(C)C)C(=O)N1[C@@H](C[C@H](C1)O)C(NC)=O)=O [1-[[1-[(1S)-1-[(2S,4R)-4-hydroxy-2-(methylcarbamoyl)pyrrolidine-1-carbonyl]-2,2-dimethyl-propyl]triazol-4-yl]methyl]cyclohexyl] carbamate